4-amino-6-(3-cyclopropyl-3-hydroxypropan-1-yn-1-yl)-N-(4-(methoxymethyl)phenyl)-7-(1-methylcyclopropyl)-7H-pyrrolo[2,3-d]pyrimidine-5-carboxamide NC=1C2=C(N=CN1)N(C(=C2C(=O)NC2=CC=C(C=C2)COC)C#CC(O)C2CC2)C2(CC2)C